5-chloro-6-mercaptoquinazolin-4(3H)-one ClC1=C2C(NC=NC2=CC=C1S)=O